tributyl(1-propynyl)tin C(CCC)[Sn](C#CC)(CCCC)CCCC